ClC1=C(C(=O)NCC(=O)N[C@@H](CC(C)C)B2OC([C@@H](O2)CC(=O)OC(C)(C)C)=O)C=C(C=C1)Cl tert-butyl 2-((S)-2-((R)-1-(2-(2,5-dichlorobenzamido) acetamido)-3-methylbutyl)-5-oxo-1,3,2-dioxaborolan-4-yl)acetate